CC(C#C)(C)N1C(NCC1)=O (1,1-dimethyl-prop-2-ynyl)-imidazolidin-2-one